FC(C1CCN(CC1)C1=CC(=C(NC2=CC3=C(NC(CO3)=O)C=C2)C=C1)C)F 7-[4-[4-(difluoromethyl)-1-piperidyl]-2-methyl-anilino]-4H-1,4-benzoxazin-3-one